16-methylamino-16-oxohexadecanoyl-glycine CNC(CCCCCCCCCCCCCCC(=O)NCC(=O)O)=O